(E)-1-chloro-2-(((3,7-dimethylocta-2,6-dien-1-yl)oxy)methyl)benzene ClC1=C(C=CC=C1)COC\C=C(\CCC=C(C)C)/C